NC1=C(N(N=C1N1CC(C1)OCC)C)OC1=CC=C(C=C1)N1N=CN(C1=O)CC1=C(C=CC=C1F)F 2-[4-[4-amino-5-(3-ethoxyazetidin-1-yl)-2-methyl-pyrazol-3-yl]oxyphenyl]-4-[(2,6-difluorophenyl)methyl]-1,2,4-triazol-3-one